methyl 4-(4-amino-7-(1-ethoxyvinyl)-2-(4-(2-fluoroacryloylamino)-2-methylphenyl) pyrazolo[1,5-a]pyrazin-3-yl)-2-methoxybenzoate NC=1C=2N(C(=CN1)C(=C)OCC)N=C(C2C2=CC(=C(C(=O)OC)C=C2)OC)C2=C(C=C(C=C2)NC(C(=C)F)=O)C